C(N)(=N)N1CCN(CC1)C=1C=CC(=NC1)NC(C1=CC(=C(C=C1)C=1CCN(CC1)C(N)=N)F)=O N-[5-(4-carbamimidoyl-piperazin-1-yl)-pyridin-2-yl]-4-(1-carbamimidoyl-1,2,3,6-tetrahydro-pyridin-4-yl)-3-fluoro-benzamide